FC1=C(C(=C(C(=C1[B-](C1=C(C(=C(C(=C1F)F)F)F)F)(C1=C(C(=C(C(=C1F)F)F)F)F)C1=C(C(=C(C(=C1F)F)F)F)F)F)F)F)F.C(C)[NH+](C1=CC=CC=C1)C1=CC=CC=C1 ethyldiphenylammonium tetrakis(pentafluorophenyl)borate